(4-chloro-1H-indol-6-yl)-5-cyclohexyl-1H-benzo[d]imidazol-2-amine ClC1=C2C=CNC2=CC(=C1)N1C(=NC2=C1C=CC(=C2)C2CCCCC2)N